C(C(=C)C)(=O)OC1CCCCCCCC1 cyclononyl methacrylate